tert-butyl [(1R)-1-(4-bromophenyl)-2-hydroxyethyl]carbamate BrC1=CC=C(C=C1)[C@H](CO)NC(OC(C)(C)C)=O